C(C1=CC=CC=C1)OC(=O)N1CCN(CCC1)CC1=CC=C(C=C1)C(=O)OC.C1(CCCCC1)P(C1=C(C=CC=C1)C1=C(C=C(C=C1C(C)C)C(C)C)C(C)C)C1CCCCC1 dicyclohexyl-(2',4',6'-triisopropyl-biphenyl-2-yl)phosphine benzyl-4-[(4-methoxycarbonylphenyl)methyl]-1,4-diazepane-1-carboxylate